(E)-3-[4-[6-(3,5-Dihydroxyphenoxy)hexyl]phenyl]-1-phenylprop-2-en-1-one OC=1C=C(OCCCCCCC2=CC=C(C=C2)/C=C/C(=O)C2=CC=CC=C2)C=C(C1)O